2-((Benzyl(methyl)amino)methyl)-N4-(4-methoxyphenyl)pyrimidine-4,6-diamine C(C1=CC=CC=C1)N(C)CC1=NC(=CC(=N1)NC1=CC=C(C=C1)OC)N